N-(1-(6-fluoronaphthalen-1-yl)cyclopropyl)-2-methylbenzamide FC=1C=C2C=CC=C(C2=CC1)C1(CC1)NC(C1=C(C=CC=C1)C)=O